C(C1=CC=C(C(=O)OC)C=C1)(=O)OC dimethyl terephthaloate